CC1(OB(OC1(C)C)C1=CC2=CC=C(C=C2C=C1)C1=CC=C2C=CC3=CC=CC4=CC=C1C2=C34)C 4,4,5,5-tetramethyl-2-(6-(pyren-1-yl)naphthalen-2-yl)-1,3,2-dioxaborolane